ClC1=NC(=C2N=CN(C2=N1)[C@@H]1SC[C@H]([C@H]1O)O)N[C@@H]1CCC2=C(C=CC=C12)F (2R,3R,4S)-2-[2-chloro-6-[[(1R)-4-fluoroindan-1-yl]amino]purin-9-yl]tetrahydrothiophene-3,4-diol